[(propan-2-yl)oxy]benzonitrile CC(C)OC1=C(C#N)C=CC=C1